sulfocarboxylic acid natrium [Na].S(=O)(=O)(O)C(=O)O